{[2-fluoro-6-methoxy-8-(4,4,5,5-tetramethyl-1,3,2-dioxaborolan-2-yl)naphthalen-1-yl]ethynyl}tri(propan-2-yl)silane FC1=C(C2=C(C=C(C=C2C=C1)OC)B1OC(C(O1)(C)C)(C)C)C#C[Si](C(C)C)(C(C)C)C(C)C